1-(Phenylethynyl)-5,5-difluorobicyclo[2.1.1]hexane C1(=CC=CC=C1)C#CC12CCC(C1(F)F)C2